7-(8-Ethyl-2-methylimidazo[1,2-b]pyridazin-6-yl)-2-piperazin-1-yl-thiazolo[3,2-a]pyrimidin-5-on C(C)C=1C=2N(N=C(C1)C=1N=C3N(C(C1)=O)C=C(S3)N3CCNCC3)C=C(N2)C